3-(5-acetylthiophen-2-yl)-3-[3-(chloromethyl)-4-methylphenyl]-2-methylpropanoic acid methyl ester COC(C(C(C1=CC(=C(C=C1)C)CCl)C=1SC(=CC1)C(C)=O)C)=O